C(C\C=C/C=C/C)OC(CCC)=O Z,E-3,5-Heptadienylbutyrat